COCCN1[C@@H](CCC1)C(=O)OC methyl (2S)-1-(2-methoxyethyl)pyrrolidine-2-carboxylate